(2-((4-(9,9-dimethyl-9H-fluoren-2-yl)phenyl)(phenyl)amino)phenyl)boronic acid CC1(C2=CC=CC=C2C=2C=CC(=CC12)C1=CC=C(C=C1)N(C1=C(C=CC=C1)B(O)O)C1=CC=CC=C1)C